6-(6-(tert-Butylsulfonyl)-7-methoxyimidazo[1,2-a]pyridin-3-yl)-N-(2,4-dimethoxybenzyl)-3-ethylpyridin-2-amine C(C)(C)(C)S(=O)(=O)C=1C(=CC=2N(C1)C(=CN2)C2=CC=C(C(=N2)NCC2=C(C=C(C=C2)OC)OC)CC)OC